(E)-N-(3-chloro-4-(trifluoromethyl)phenyl)-2-hydroxy-9-(hydroxyimino)-6,7,8,9-tetrahydro-5H-5,8-epiminocyclohepta[d]pyrimidine-10-carboxamide ClC=1C=C(C=CC1C(F)(F)F)NC(=O)N1C2CCC1\C(\C=1N=C(N=CC12)O)=N/O